C(C1=CC=CC=C1)OCCOC1=CC(=C(C(=O)O)C=C1)OC 4-(2-(benzyloxy)ethoxy)-2-methoxybenzoic acid